(oxetan-3-yl)piperazine-1-carboxamide O1CC(C1)C1N(CCNC1)C(=O)N